6-fluoro-4-((1S,4S)-4-(1-(3-phenyl-1H-1,2,4-triazol-5-yl)ethyl)cyclohexyl)quinoline FC=1C=C2C(=CC=NC2=CC1)C1CCC(CC1)[C@H](C)C1=NC(=NN1)C1=CC=CC=C1